(4-ethylcyclohexyl) fumarate C(\C=C\C(=O)[O-])(=O)OC1CCC(CC1)CC